C(C1=CC=CC=C1)OC=1C=C(C=CC1)[C@@H]1NOCC1 (R)-3-(3-(benzyloxy)phenyl)isoxazolidine